CN(C1=CC=C(NC2=CC=CC(=N2)S(=O)(=O)NC(=O)C=2C(=NC=CC2)N2C(CC(C2)C)(C)C)C=C1)C N-[[6-[4-(Dimethylamino)anilino]-2-pyridyl]sulfonyl]-2-(2,2,4-trimethylpyrrolidin-1-yl)pyridin-3-carboxamid